ClCC=1N=NC(=CC1)C=1C=NN(C1)C1OCCCC1 3-(chloromethyl)-6-(1-(tetrahydro-2H-pyran-2-yl)-1H-pyrazol-4-yl)pyridazine